C(#N)C=1C=CC2=C(N(C(=N2)NC(CC(C)(C)C)=O)C(C(F)(F)F)(C)C)C1 N-(6-cyano-1-(1,1,1-trifluoro-2-methyl-propan-2-yl)-1H-benzo[d]imidazol-2-yl)-3,3-dimethylbutanamide